5-{[(5-chlorothiophen-2-yl)methyl]sulfanyl}-3-[1-(3-hydroxypyrrolidine-1-carbonyl)-4-oxopyrrolidin-3-yl]-1-(thiophene-2-carbonyl)-1H-pyrazole-4-carbonitrile ClC1=CC=C(S1)CSC1=C(C(=NN1C(=O)C=1SC=CC1)C1CN(CC1=O)C(=O)N1CC(CC1)O)C#N